FC(OC1=CC=C(C=C1)C=1C=C(C(N(N1)C=1C=NN(C1)C)=O)C(=O)N[C@@H](C)C(C)(C)O)F 6-[4-(difluoromethoxy)phenyl]-N-[(2S)-3-hydroxy-3-methylbut-2-yl]-2-(1-methyl-1H-pyrazol-4-yl)-3-oxo-2,3-dihydropyridazine-4-carboxamide